2-(cyclohexylamino)ethyl (S)-6-diazo-2-((R)-2-methoxypropanamido)-5-oxohexanoate [N+](=[N-])=CC(CC[C@@H](C(=O)OCCNC1CCCCC1)NC([C@@H](C)OC)=O)=O